N(=[N+]=[N-])CCOCCOCCN(C(OCC[Si](C)(C)C)=O)C 2-trimethylsilylethyl N-[2-[2-(2-azidoethoxy)ethoxy]ethyl]-N-methyl-carbamate